ClC1=C(C=CC=C1)C=1N=C(SC1)N(/N=C/C1=C(C=CC=C1)C(=O)OCCCC)C (E)-4-(2-chlorophenyl)-2-[1-methyl-2-(2-butoxyformylbenzylidene)hydrazino]thiazole